C(#N)C1=CN=C(S1)N1CCC(=CC1)C=1C(=CC(=C(C1)NC(=O)C1=CNC(C=C1C(F)F)=O)N1C[C@H](N([C@H](C1)C)C)C)F |r| N-[5-[1-(5-cyano-1,3-thiazol-2-yl)-3,6-dihydro-2H-pyridin-4-yl]-4-fluoro-2-[rac-(3R,5S)-3,4,5-trimethylpiperazin-1-yl]phenyl]-4-(difluoromethyl)-6-oxo-1H-pyridine-3-carboxamide